CS(=O)(=O)CC1CN(CCC1)C1=C(N)C=CC=C1 2-[3-(methanesulfonylmethyl)piperidin-1-yl]aniline